(2S,4R)-1-[(2S)-2-amino-3,3-dimethylbutanoyl]-4-hydroxy-N-[4-(4-methyl-1,3-thiazol-5-yl)phenyl]methylpyrrolidine-2-carboxamide N[C@H](C(=O)N1[C@@H](C[C@H](C1)O)C(=O)NCC1=CC=C(C=C1)C1=C(N=CS1)C)C(C)(C)C